(3-bromo-4-hydroxy-5-methylphenyl)(2-isopropyl-2H-indazol-3-yl)methanone BrC=1C=C(C=C(C1O)C)C(=O)C=1N(N=C2C=CC=CC12)C(C)C